C(C)OC(C(C)(C)OC1=C(C=C(C=C1C)CN1N=CN(C1=O)C1=CC=C(C=C1)C(C)C)C)=O 2-(4-((4-(4-isopropylphenyl)-5-oxo-4,5-dihydro-1H-1,2,4-triazol-1-yl)methyl)-2,6-Dimethylphenoxy)-2-methylpropanoic acid ethyl ester